FC=1C=2CCCC2C(=C2CCCC12)CC(=O)NS(=O)(=O)C=1SC(=CN1)C(C)(C)O 2-(8-fluoro-1,2,3,5,6,7-hexahydros-indacen-4-yl)-N-(5-(2-hydroxypropan-2-yl)thiazol-2-ylsulfonyl)acetamide